C(#N)CNC=1C=C(C(=O)O)C=CC1C1CC2(CC(C2)(F)F)CCN1CC1=C2C=CNC2=C(C=C1OC)C 3-[(cyanomethyl)amino]-4-{2,2-difluoro-7-[(5-methoxy-7-methyl-1H-indol-4-yl)methyl]-7-azaspiro[3.5]nonan-6-yl}benzoic acid